3-(3-(1-(2-(5-((4,6-difluoro-1H-indol-5-yl)oxy)-2-fluorophenyl)-1H-imidazol-5-yl)-2,2-dimethylpropyl)phenyl)propanoic acid FC1=C2C=CNC2=CC(=C1OC=1C=CC(=C(C1)C=1NC(=CN1)C(C(C)(C)C)C=1C=C(C=CC1)CCC(=O)O)F)F